5-{(((1R,2S)-2-(4-(benzyloxy)phenyl)cyclopropyl)amino)methyl}-1,3,4-oxadiazol-2-amine C(C1=CC=CC=C1)OC1=CC=C(C=C1)[C@H]1[C@@H](C1)NCC1=NN=C(O1)N